5-[2-[[(3R)-1-(2-Hydroxyethyl)-3-piperidyl]amino]-7-methoxy-oxazolo[4,5-b]pyridin-5-yl]-6-(methoxymethyl)-2,3-dihydrobenzofuran-4-ol OCCN1C[C@@H](CCC1)NC=1OC=2C(=NC(=CC2OC)C2=C(C=C3C(CCO3)=C2O)COC)N1